4-(2-((1-(3-(2,4-dicarbonyltetrahydropyrimidin-1(2H)-yl)-4-methoxy benzoyl)piperidin-4-yl)methoxy)ethyl)piperidine-1-carboxylate C(=O)=C1N(CCC(N1)=C=O)C=1C=C(C(=O)N2CCC(CC2)COCCC2CCN(CC2)C(=O)[O-])C=CC1OC